4,5,6,7-tetrahydro-[1,2,3]triazolo[1,5-a]pyridin-4-ol N1=NC=C2N1CCCC2O